BrC1=CC=C(C=C1)NC(=O)N1C2CCC1CC=1C(=NC=CC12)F N-(4-bromophenyl)-1-fluoro-6,7,8,9-tetrahydro-5H-5,8-epiminocyclohepta[c]pyridine-10-carboxamide